(2S,3S)-2-(biphenyl-3-ylmethyl)-3-((ethylsulfonyl)amino)-N,N-dimethylpyrrolidine-1-carboxamide C1(=CC(=CC=C1)C[C@@H]1N(CC[C@@H]1NS(=O)(=O)CC)C(=O)N(C)C)C1=CC=CC=C1